COC1=CC=C(C=C1)S(=O)(=O)NC1=CC=CC2=CC=CC=C12 4-methoxy-N-(naphthalen-1-yl)benzenesulfonamide